ClC1=C(NC2=NC=CC=C21)C2=NN(C1=NC=NC(=C12)N)C1CCCC1 3-(3-Chloro-1H-pyrrolo[2,3-b]pyridin-2-yl)-1-cyclopentyl-1H-pyrazolo[3,4-d]pyrimidin-4-amine